C(C)OC(=O)C=1N=NSC1NC(C(CC)C1=CC=CC=C1)=O 5-(2-phenyl-butyrylamino)-[1,2,3]thiadiazole-4-carboxylic acid ethyl ester